4-(4-(6,8-diphenylimidazo[1,2-a]pyridin-2-yl)phenyl)-N,N-dimethyl-4-oxobut-2-enamide C1(=CC=CC=C1)C=1C=C(C=2N(C1)C=C(N2)C2=CC=C(C=C2)C(C=CC(=O)N(C)C)=O)C2=CC=CC=C2